3-(difluoromethoxy)-4-(3-methyl-4-methylsulfonyl-phenyl)-1H-pyrazolo[3,4-c]pyridine-5-carboxamide FC(OC1=NNC2=CN=C(C(=C21)C2=CC(=C(C=C2)S(=O)(=O)C)C)C(=O)N)F